COC=1C=C(C=CC1N)C1=CC(=C(C=C1)N)OC 3,3'-dimethoxy-4,4'-diamino-biphenyl